FC1=CC(=C(C=C1C1=CC(=CC=C1)CN1CCOCC1)NC(=O)C1=CNC(C=C1C(F)(F)F)=O)N1CCN(CC1)C N-[4-fluoro-2-(4-methylpiperazin-1-yl)-5-[3-(morpholin-4-ylmethyl)phenyl]phenyl]-6-oxo-4-(trifluoromethyl)-1H-pyridine-3-carboxamide